C(C1=CC=CC=C1)(C1=CC=CC=C1)NC1=NC(=CC(=C1)C(=O)OC)OC methyl 2-(benzhydrylamino)-6-methoxy-pyridine-4-carboxylate